5-(((1R)-1-(2-(((tert-butoxycarbonyl)amino)methyl)-5-fluoro-2-methyl-2,3-dihydrobenzofuran-7-yl)ethyl)amino)pyrazolo[1,5-a]pyrimidine-3-carboxylic acid C(C)(C)(C)OC(=O)NCC1(OC2=C(C1)C=C(C=C2[C@@H](C)NC2=NC=1N(C=C2)N=CC1C(=O)O)F)C